2-(1-(1-(methylsulfonyl)piperidin-4-yl)-1H-pyrazol-4-yl)nicotinonitrile CS(=O)(=O)N1CCC(CC1)N1N=CC(=C1)C1=C(C#N)C=CC=N1